C(C)OC(CC(CC1CC[C@@H](N1C(=O)OC(C)(C)C)C(=O)OC)O)=O rac-1-(tert-butyl) 2-methyl (2R)-5-(4-ethoxy-2-hydroxy-4-oxobutyl)pyrrolidine-1,2-dicarboxylate